(R)-3-[6-chloro-2-(2-methylpyrimidine-5-carbonyl)-1,2,3,4-tetrahydroisoquinolin-8-yl]morpholine ClC=1C=C2CCN(CC2=C(C1)[C@H]1NCCOC1)C(=O)C=1C=NC(=NC1)C